ethyl 4-(3-hydroxy-1-(pyridin-2-yl)prop-1-en-1-yl)-6-methyl-7-oxo-6,7-dihydro-1H-pyrrolo[2,3-c]pyridin-2-carboxylate OCC=C(C1=NC=CC=C1)C=1C2=C(C(N(C1)C)=O)NC(=C2)C(=O)OCC